O1CC(C1)N1CCNC2=CC=CC=C12 1-(oxetan-3-yl)-1,2,3,4-tetrahydroquinoxaline